O=C1N(CC2=C3C(=CC=C12)C1(CCN(CC1)CC=1SC=CC1)CO3)C3C(NC(CC3)=O)=O 3-(6-oxo-1'-(thiophen-2-ylmethyl)-6,8-dihydro-2H,7H-spiro[furo[2,3-e]isoindole-3,4'-piperidin]-7-yl)piperidine-2,6-dione